piperidin-4-one, hydrochloride Cl.N1CCC(CC1)=O